N-(4-((7-((5-aminopentyl)oxy)-6-methoxyquinolin-4-yl)oxy)-3-fluorophenyl)-N-(4-fluorophenyl)cyclopropane-1,1-dicarboxamide NCCCCCOC1=C(C=C2C(=CC=NC2=C1)OC1=C(C=C(C=C1)N(C(=O)C1(CC1)C(=O)N)C1=CC=C(C=C1)F)F)OC